(1R,3S,5S)-8-[5-(5-Fluoro-2-methoxypyridin-4-yl)-1H-pyrazole-3-carbonyl]-8-azabicyclo[3.2.1]octane FC=1C(=CC(=NC1)OC)C1=CC(=NN1)C(=O)N1[C@@H]2CCC[C@H]1CC2